N-[1-(1H-indol-3-ylmethyl)pentyl]-2-(1-methyl-6,7-dihydro-4H-pyrazolo[4,3-c]pyridin-5-yl)thiazole-5-carboxamide N1C=C(C2=CC=CC=C12)CC(CCCC)NC(=O)C1=CN=C(S1)N1CC2=C(CC1)N(N=C2)C